1-(cyclopropylmethyl)piperidin C1(CC1)CN1CCCCC1